C(CCCCCCCCCCC)OC[C@@H](O)CO 1-dodecyl-sn-glycerol